FC1=C(C=C(C=C1)F)[C@@H]1N(CCC1)C1=NC=2N(C=C1)N=CC2N2N=CC=C2 (R)-5-(2-(2,5-difluorophenyl)pyrrolidin-1-yl)-3-(1H-pyrazol-1-yl)pyrazolo[1,5-a]pyrimidine